BrC1=CC(=C(C(=O)OC)C(=C1)Cl)Cl methyl 4-bromo-2,6-dichlorobenzoate